3-triethoxysilyl-N-(1,3-diethylbutylidene)propylamine C(C)O[Si](CCCN=C(CC(C)CC)CC)(OCC)OCC